BrC1=CC=C(C(=N1)C(=O)NC=1C=NC=CC1)C 6-bromo-3-methyl-N-(pyridin-3-yl)pyridinecarboxamide